CNCC=1N=CC(=NC1)C(=O)N 5-((methylamino)methyl)pyrazine-2-carboxamide